CP(=O)(C)C=1C=C(C(=NC1)NCC#CC=1C=C2C(=CC=CN2C1SC(F)(F)F)N[C@H]1[C@H](CN(CC1)C)F)OC 2-(3-{[5-(dimethylphosphoryl)-3-methoxypyridin-2-yl]amino}prop-1-yn-1-yl)-N-[(3S,4R)-3-fluoro-1-methylpiperidin-4-yl]-3-[(trifluoromethyl)sulfanyl]indolizin-8-amine